methylenebismyristamide C(CCCCCCCCCCCCCC(=O)N)CCCCCCCCCCCCCC(=O)N